Br\C(\CO)=C(/CO)\Br (2E)-2,3-dibromobut-2-ene-1,4-diol